N-(4-(2-(3-chloro-4-ethoxyphenyl)propyl)-6-(((R)-1-hydroxy-4-methylpent-2-yl)amino)-1,3,5-triazin-2-yl)methanesulfonamide ClC=1C=C(C=CC1OCC)C(CC1=NC(=NC(=N1)N[C@@H](CO)CC(C)C)NS(=O)(=O)C)C